(S)-N-(1-amino-3-hydroxy-1-oxopropan-2-yl)-2-cyclopropyl-5-(pyridin-2-ylmethoxy)benzofuran-3-carboxamide NC([C@H](CO)NC(=O)C1=C(OC2=C1C=C(C=C2)OCC2=NC=CC=C2)C2CC2)=O